C(CCCCC(=O)[O-])(=O)OCC1CC2C(CC1)O2 4-Epoxycyclohexylmethyl adipate